NC=1SC2=C(N1)C=CC(=C2)N(C(=O)NC2=CC=C(C=C2)C(F)(F)F)CCN2CCOCC2 (2-aminobenzo[d]thiazol-6-yl)-1-[2-(4-morpholinyl)ethyl]-3-(4-trifluoromethylphenyl)urea